4-(tosyloxy)piperidine-1-carboxylic acid benzyl ester C(C1=CC=CC=C1)OC(=O)N1CCC(CC1)OS(=O)(=O)C1=CC=C(C)C=C1